BrCC(CO)=C 2-(bromomethyl)prop-2-en-1-ol